(methylsulfanyl)((4h,5h,6h,7h-pyrazolo(1,5-a)pyridin-4-ylmethoxy))methanethione CSC(=S)OCC1C=2N(CCC1)N=CC2